The molecule is a proanthocyanidin obtained by the condensation of (-)-epicatechin units. It has a role as an antioxidant, an anti-HIV agent, a metabolite and an angiogenesis modulating agent. It is a hydroxyflavan and a proanthocyanidin. It derives from a (-)-epicatechin. C1[C@H]([C@H](OC2=C1C(=CC3=C2[C@@H]4[C@H]([C@](O3)(OC5=CC(=CC(=C45)O)O)C6=CC(=C(C=C6)O)O)O)O)C7=CC(=C(C=C7)O)O)O